FC(C(=O)O)(F)F.ClC=1C=C(C(=C(C1)C1N(CCC1)S(=O)(=O)N)F)C=1C(=NN(C1)C1=C(C=C(C=C1)N1CCNCC1)F)C1=CC=NC=C1 (5-chloro-2-fluoro-3-{1-[2-fluoro-4-(piperazin-1-yl)phenyl]-3-(pyridin-4-yl)pyrazol-4-yl}phenyl)pyrrolidine-1-sulfonamide trifluoroacetic acid salt